ClC1=C2C=CNC2=CC(=C1)C=1N=C(C(=NC1C)N1CCC(CC1)(C)NC(OC(C)(C)C)=O)CO tert-butyl (1-(5-(4-chloro-1H-indol-6-yl)-3-(hydroxymethyl)-6-methylpyrazin-2-yl)-4-methylpiperidin-4-yl)carbamate